(1s,4s)-4-(3-chloroanilino)-2'-{methyl[2-(pyridin-4-yl)ethyl]carbamoyl}spiro[cyclohexane-1,1'-indene]-4-carboxylic acid ClC=1C=C(NC2(CCC3(C(=CC4=CC=CC=C34)C(N(CCC3=CC=NC=C3)C)=O)CC2)C(=O)O)C=CC1